FC1=C(C=C(C=C1)C1=CC(=CC=C1)O)OC 4'-fluoro-3'-methoxy-[1,1'-biphenyl]-3-ol